ethyl 2-(2-fluorophenyl)-5-morpholinothiazole-4-carboxylate FC1=C(C=CC=C1)C=1SC(=C(N1)C(=O)OCC)N1CCOCC1